C(#C)C1=CN=C2N1C=CN=C2NC=2C=NN(C2)CCOC 3-ethynyl-N-(1-(2-methoxyethyl)-1H-pyrazol-4-yl)imidazo[1,2-a]pyrazin-8-amine